The molecule is a phosphonic acid in which the hydrogen attached to phosphorous is substituted by a 1-{[(7-bromo-2,3-dioxo-1,2,3,4-tetrahydroquinoxalin-5-yl)methyl]amino}ethyl group. Potent and selective NMDA antagonist that acts through the glycine site (IC50 = 5 nM). Displays >500-fold selectivity over kainate and AMPA receptors (IC50 values are 2.7 and 3 muM respectively). Anticonvulsant in vivo following systemic administration. It has a role as a NMDA receptor antagonist and an anticonvulsant. It is a quinoxaline derivative, an organobromine compound, a secondary amino compound and a member of phosphonic acids. It contains a CGP 78608(1+). C[C@@H](NCC1=C2C(=CC(=C1)Br)NC(=O)C(=O)N2)P(=O)(O)O